C(CCCCCCCCCC)OC(=O)C1C(CCCC1)C(=O)OCCCCCCCCCCC cyclohexane-1,2-dicarboxylic acid bisundecyl ester